7-(4-(tert-butyl)naphthalen-2-yl)-3-methyl-2-(triisobutylsilyl)thieno[2,3-c]pyridine C(C)(C)(C)C1=CC(=CC2=CC=CC=C12)C=1N=CC=C2C1SC(=C2C)[Si](CC(C)C)(CC(C)C)CC(C)C